(E)-6-chloro-3-(8-(4-chlorobenzoyl)-6-hydroxy-6-phenyl-1,2,3,4-tetrahydropyrrolo[1,2-a]pyrimidine-7(6H)-ylidene)chroman-2,4-dione ClC=1C=C2C(\C(\C(OC2=CC1)=O)=C/1\C(=C2N(CCCN2)C1(C1=CC=CC=C1)O)C(C1=CC=C(C=C1)Cl)=O)=O